OC(C(C(=O)OC)=C)C1=CC=C(C=C1)Br Methyl 2-[hydroxy (4-bromophenyl) methyl]acrylate